1-Methyl-3-(6-((R)-3-methylmorpholino)-2-(1-tosyl-1H-pyrrolo[2,3-b]pyridin-4-yl)pyrimidin-4-yl)pyrrolidin-2-one CN1C(C(CC1)C1=NC(=NC(=C1)N1[C@@H](COCC1)C)C1=C2C(=NC=C1)N(C=C2)S(=O)(=O)C2=CC=C(C)C=C2)=O